N1=C(N=CC=C1)C(C)=O 1-(Pyrimidin-2-yl)ethan-1-one